C(C)C=1N(C2=CC(=CC=C2C1CC1CCC(CC1)OC(C)C)F)C(=O)N1CCC(CC1)(C(=O)OC)C1=CC=C(C=C1)F methyl 1-(2-ethyl-6-fluoro-3-(((1r,4r)-4-isopropoxycyclohexyl)methyl)-1H-indole-1-carbonyl)-4-(4-fluorophenyl)piperidine-4-carboxylate